C(C)OC([C@@H](NC(=O)OC(C)(C)C)CC1=CC=C(C=C1)O)=O boc-L-tyrosine ethyl ester